[N+](=O)([O-])C=1C=NN(C1)C1CCC(CC1)O 4-(4-nitro-1H-pyrazol-1-yl)cyclohexan-1-ol